N-(2-bromoethyl)anthranilic acid BrCCNC=1C(C(=O)O)=CC=CC1